S1C2=C(C=C1CC(C)N)C=CC=C2 1-(benzo[b]thiophen-2-yl)propan-2-amine